2'-chloro-N-(5-(5-chloropyrimidine-2-carbonyl)-5,6-dihydro-4H-pyrrolo[3,4-d]thiazol-2-yl)-5'-methoxy-6-methyl-[4,4'-bipyridine]-3-carboxamide ClC1=NC=C(C(=C1)C1=C(C=NC(=C1)C)C(=O)NC=1SC2=C(N1)CN(C2)C(=O)C2=NC=C(C=N2)Cl)OC